C(C)OC(\C(=C/C(=O)O)\CC)=O ethyl-maleic acid monoethyl ester